6-amino-2-{(2-fluoro-4-(methylsulfonyl)phenyl)amino}-7-(1H-indazol-6-yl)-9-(tetrahydro-3-furanyl)-7,9-dihydro-8H-purine-8-one NC1=C2N(C(N(C2=NC(=N1)NC1=C(C=C(C=C1)S(=O)(=O)C)F)C1COCC1)=O)C1=CC=C2C=NNC2=C1